COC=1C=C2C=CC(=CC2=CC1)C(C)=O (6-methoxynaphthalene-2-yl)ethanone